ClC1=CC=C(C=C1)C=1N=NSC1 4-(4-chlorophenyl)-1,2,3-thiadiazole